CN1N=CC(=C1C1=CC=C(C(=N1)N1CCN(CC1)C(=O)N1N=CCC1C1=CN=C(S1)C)F)C (4-(6-(1,4-dimethyl-1H-pyrazol-5-yl)-3-fluoropyridin-2-yl)piperazin-1-yl)(5-(2-methylthiazol-5-yl)-4,5-dihydro-1H-pyrazol-1-yl)methanone